C(CCCCCC)NC(N[C@H](CN1C=NC(=C1)C1=CC=C(C(=O)N2CC(C(C2)C(=O)N[C@@H]2[C@H](C2)C2=CC=CC=C2)C(=O)N[C@@H]2[C@H](C2)C2=CC=CC=C2)C=C1)C(=O)NCCCCCC)=O |o1:10| 1-(4-(1-((R*)-2-(3-heptylureido)-3-(hexylamino)-3-oxopropyl)-1H-imidazol-4-yl)benzoyl)-N3,N4-bis((1S,2R)-2-phenylcyclopropyl)pyrrolidine-3,4-dicarboxamide